1,1-bis(mercaptomethyl)cyclohexane SCC1(CCCCC1)CS